(4-methoxy-phenyl)boronic acid COC1=CC=C(C=C1)B(O)O